N-(3-ethoxy-4-((6s,8r)-7-((1-fluorocyclopropyl)methyl)-8-methyl-6,7,8,9-tetrahydro-3H-pyrazolo[4,3-f]isoquinolin-6-yl)phenyl)-1-(3-fluoropropyl)azetidin-3-amine C(C)OC=1C=C(C=CC1[C@H]1N([C@@H](CC2=C3C(=CC=C12)NN=C3)C)CC3(CC3)F)NC3CN(C3)CCCF